COC(=O)C1=CC2=C(OCO2)C=C1 benzo[d][1,3]dioxole-5-carboxylic acid methyl ester